C1(=CC=CC=C1)C1=CC=2N(C3=CC=CC=C3C2C=C1)C1=CC=CC=2OC3=C(C21)C=CC(=C3)Cl 2-phenyl-9-(7-chlorodibenzo[b,d]furan-1-yl)-9H-carbazole